2-[4-[5-chloro-3-(2-methyl-5-pyridin-2-ylpyrazol-3-yl)oxypyridin-2-yl]phenyl]ethanamine ClC=1C=C(C(=NC1)C1=CC=C(C=C1)CCN)OC=1N(N=C(C1)C1=NC=CC=C1)C